N[C@H]([C@@H](CN(S(=O)(=O)C1=CC=C(C=C1)[N+](=O)[O-])C[C@H](C)O)O)CC1=CC=CC=C1 N-((2R,3S)-3-amino-2-hydroxy-4-phenylbutyl)-N-((S)-2-hydroxypropyl)-4-nitrobenzenesulfonamide